2,4-DIMETHYLPHENOL CC1=C(C=CC(=C1)C)O